2-(adamantan-1-yl)-N-(9-(7-(4-(2-hydroxyethyl)piperazin-1-yl)-3,5-diphenyl-pyrazolo[1,5-a]pyrimidin-2-yl)nonyl)acetamide C12(CC3CC(CC(C1)C3)C2)CC(=O)NCCCCCCCCCC2=NN3C(N=C(C=C3N3CCN(CC3)CCO)C3=CC=CC=C3)=C2C2=CC=CC=C2